C12(CCC(CC1)CC2)COC(CCC#N)OCC21CCC(CC2)CC1 4,4-bis(bicyclo[2.2.2]octan-1-ylmethoxy)butanenitrile